5-(4-cyclopropyl-1H-imidazol-1-yl)-2-fluoro-N-(5-(hydroxymethyl)-5,6-dihydrobenzo[f][1,2,4]triazolo[4,3-d][1,4]oxazepin-8-yl)-4-methylbenzamide C1(CC1)C=1N=CN(C1)C=1C(=CC(=C(C(=O)NC2=CC=CC=3C=4N(C(COC32)CO)C=NN4)C1)F)C